ClC1=C(C=C(C=C1)F)C1NC(C2=CC(=CC(=C12)NC(C1=CC(=CC(=C1)C(F)(F)F)F)=O)CO)=O N-(3-(2-chloro-5-fluorophenyl)-6-(hydroxymethyl)-1-oxoisoindolin-4-yl)-3-fluoro-5-(trifluoromethyl)benzamide